CSCCNC(C1=CC=C(C=C1)OCCCC)=O N-(2-methylthioethyl)p-butoxybenzamide